C1(CC1)[C@]1(C(N(C[C@H]1C)C=1C=2N(C=C(C1)C=1C=NN(C1)C)N=CC2)=O)C#N (3R,4S)-3-cyclopropyl-4-methyl-1-(6-(1-methyl-1H-pyrazol-4-yl)pyrazolo[1,5-a]pyridin-4-yl)-2-oxopyrrolidine-3-carbonitrile